2,3,5-TRIMETHYLHYDROQUINONE CC1=C(O)C=C(C(=C1C)O)C